(3-(1-amino-1,3-dihydrospiro[inden-2,4'-piperidin]-1'-yl)-6-(2-(2-aminopyrimidin-5-yl)vinyl)pyrazin-2-yl)methanol NC1C2=CC=CC=C2CC12CCN(CC2)C=2C(=NC(=CN2)C=CC=2C=NC(=NC2)N)CO